4,6-Bis(diphenylphosphino)phenoxazine C1(=CC=CC=C1)P(C1=CC=CC=2NC3=CC=CC(=C3OC12)P(C1=CC=CC=C1)C1=CC=CC=C1)C1=CC=CC=C1